10-(3,4-Dichlorobenzoyl)-4-(fluoromethyl)-2,9-dimethyl-4,5,8,9,10,11-hexahydro-pyrido[4',3':3,4]pyrazolo[5,1-d][1,2,5]oxadiazepin-1(2H)-one ClC=1C=C(C(=O)N2CC=3C(=NN4C3C(N(OC(C4)CF)C)=O)CC2C)C=CC1Cl